O1CCC(=CC1)C=1C(NNC(C1)=O)=O 4-(3,6-dihydro-2H-pyran-4-yl)-1,2-dihydropyridazine-3,6-dione